(1R,3S)-3-[3-({[2-(ethylsulfonyl) phenyl]-acetyl}amino)-1H-pyrazol-5-yl]cyclopentyl propylcarbamate C(CC)NC(O[C@H]1C[C@H](CC1)C1=CC(=NN1)NC(CC1=C(C=CC=C1)S(=O)(=O)CC)=O)=O